tert-Butyl (3R)-3-(dibenzylamino)-2-methylene-azepane-1-carboxylate C(C1=CC=CC=C1)N([C@H]1C(N(CCCC1)C(=O)OC(C)(C)C)=C)CC1=CC=CC=C1